(10-(naphthalene-1-yl)anthracenone-9-yl)boronic acid C1(=CC=CC2=CC=CC=C12)C1=C2C=CCC(C2=C(C2=CC=CC=C12)B(O)O)=O